The molecule is a member of the class of 1,3-oxazoles that is 1,3-oxazol-4(5H)-one which is substituted at the 2 and 5-pro-S positions by methylamino and [(1R)-1-(1H-indol-3-yl)ethyl] groups, respectively. It has a role as an antimicrobial agent, an EC 6.1.1.2 (tryptophan--tRNA ligase) inhibitor, an antibacterial agent and a bacterial metabolite. It is a member of 1,3-oxazoles, a secondary amino compound and a member of indoles. It is a conjugate base of an indolmycin(1+). C[C@@H]([C@H]1C(=O)NC(=NC)O1)C2=CNC3=CC=CC=C32